CC=1N=C2N(C=CN=C2)C1 2-methylimidazo[1,2-a]pyrazin